C(C)(C)(C)OC(=O)N1CCN(CC1)C=1N=NC=C(C1)C=1C(=C(C=CC1)C1=CC(=C(C=C1)N1C(N(CC1)C)=O)Cl)OC 4-(5-(3'-chloro-2-methoxy-4'-(3-methyl-2-oxoimidazolidin-1-yl)-[1,1'-biphenyl]-3-yl)pyridazin-3-yl)piperazine-1-carboxylic acid tert-butyl ester